Ethyl (3S)-3-(6-methoxypyridin-3-yl)-3-(3-methyl-2-oxo-3-(4-(5,6,7,8-tetrahydro-1,8-naphthyridin-2-yl)butyl)azetidin-1-yl)propanoate COC1=CC=C(C=N1)[C@H](CC(=O)OCC)N1C(C(C1)(CCCCC1=NC=2NCCCC2C=C1)C)=O